FC=1C=C(C=C(C1)F)N1N=C(C2=CC(=C3C(=C12)C=CC=C3)O)C 1-(3,5-difluorophenyl)-3-methyl-1H-benzo[g]indazol-5-ol